C(C)(C)N1N=CC(=C1)C1=CC(=NC=C1)N(C(=O)[C@@H]1CC[C@H](CC1)CCC(=O)O)CC12CCC(CC1)(CC2)C2=CC(=C(C=C2)OC)C trans-3-(4-((4-(1-Isopropyl-1H-pyrazol-4-yl)pyridin-2-yl)((4-(4-methoxy-3-methylphenyl)bicyclo[2.2.2]octan-1-yl)methyl)carbamoyl)cyclohexyl)propanoic acid